1,2-di-(11E,14E-eicosadienoyl)-sn-glycero-3-phosphocholine CCCCC/C=C/C/C=C/CCCCCCCCCC(=O)OC[C@H](COP(=O)([O-])OCC[N+](C)(C)C)OC(=O)CCCCCCCCC/C=C/C/C=C/CCCCC